2'-chloro-6-fluoro-5'-(2-((4-methoxybenzyl)amino)-1-phenylethyl)-5-(2-methoxyethoxy)-[1,1'-biphenyl]-2-carbonitrile ClC1=C(C=C(C=C1)C(CNCC1=CC=C(C=C1)OC)C1=CC=CC=C1)C=1C(=CC=C(C1F)OCCOC)C#N